2-(4-(6-((4-cyano-2-fluorobenzyl)oxy)pyridin-2-yl)-2,3,6-trifluorobenzyl)-4-fluoro-1-(2-methoxyethyl)-1H-benzo[d]imidazole-6-carboxylic acid C(#N)C1=CC(=C(COC2=CC=CC(=N2)C2=C(C(=C(CC3=NC4=C(N3CCOC)C=C(C=C4F)C(=O)O)C(=C2)F)F)F)C=C1)F